pyrene-1,3,6-trisulfonic acid sodium salt [Na+].C1(=CC(=C2C=CC=3C(=CC=C4C=CC1=C2C34)S(=O)(=O)[O-])S(=O)(=O)[O-])S(=O)(=O)[O-].[Na+].[Na+]